FC1(CC(C1)(COC1OCCCC1)C1=NC=C(C=C1)F)F 2-[3,3-difluoro-1-(tetrahydropyran-2-yloxymethyl)cyclobutyl]-5-fluoro-pyridine